(S)-3'-methyl-4'H,6'H-spiro[piperidine-4,5'-pyrrolo[1,2-b]pyrazol]-4'-amine CC1=C2N(N=C1)CC1([C@@H]2N)CCNCC1